4-[2-fluoro-4-(trifluoromethyl)phenyl]-6,7-dimethyl-2-[rac-(6R)-6-[1-(cyclopropylmethyl)pyrazol-4-yl]-3,6-dihydro-2H-pyran-4-yl]pteridine FC1=C(C=CC(=C1)C(F)(F)F)C1=NC(=NC2=NC(=C(N=C12)C)C)C=1CCO[C@H](C1)C=1C=NN(C1)CC1CC1 |r|